IC1=NN(C=C1C)C1=CC=C(C=C1)OC(F)(F)F 3-iodo-4-methyl-1-[4-(trifluoromethoxy)phenyl]pyrazole